5-(3-(((1r,4r)-4-(5-chloro-2-(2,2-difluoroethyl)nicotinamido)cyclohexyl)methyl)-2-oxo-2,3-dihydro-1H-benzo[d]imidazol-1-yl)-N-methyl-picolinamide ClC=1C=NC(=C(C(=O)NC2CCC(CC2)CN2C(N(C3=C2C=CC=C3)C=3C=CC(=NC3)C(=O)NC)=O)C1)CC(F)F